O=C1N(C=CC(=N1)NC(=O)N1CCNCC1)C1=CC=C(CN2CCC3(CC(C3)NC(OC(C)(C)C)=O)CC2)C=C1 tert-butyl (7-(4-(2-oxo-4-(piperazine-1-carboxamido)pyrimidin-1(2H)-yl)benzyl)-7-azaspiro[3.5]nonan-2-yl)carbamate